(1-(difluoromethyl)cyclopropyl)carbamic acid tert-butyl ester C(C)(C)(C)OC(NC1(CC1)C(F)F)=O